2-chloro-3-(2,3-difluorophenyl)thiophene ClC=1SC=CC1C1=C(C(=CC=C1)F)F